(S)-(4,5-dihydro-7H-thieno[2,3-c]pyran-7-yl)-N-methylmethanamine R-mandelate salt C([C@H](O)C1=CC=CC=C1)(=O)O.S1C=CC2=C1[C@@H](OCC2)CNC